NC1=NC=NC2=CC=C(C=C12)C1=CC=C(S1)CNC1=NC=CC=C1C(=O)NC1=CC(=C(C=C1)C)F 2-({[5-(4-aminoquinazolin-6-yl)thiophen-2-yl]methyl}amino)-N-(3-fluoro-4-methylphenyl)pyridine-3-carboxamide